FC1=C(C=CC(=C1)C1=NN(C=N1)C1=NC=C(C=C1)OC(F)(F)F)NC(=O)\N=C\1/SCC(N1C1=C(C=CC(=C1)OC)C(C)C)=O (Z)-1-(2-fluoro-4-(1-(5-(trifluoromethoxy)pyridin-2-yl)-1H-1,2,4-triazol-3-yl)phenyl)-3-(3-(2-isopropyl-5-methoxyphenyl)-4-oxothiazolidin-2-ylidene)urea